CC(C)C(C(=O)OC)NC(=O)C The molecule is a valine derivative with one of the amine hydrogens replaced by an acetyl group and the carboxylic acid hydrogen replaced by a methyl group. It has a role as a metabolite.